FC1=C(C=CC=C1)N1CCCC1=O 1-(2-Fluorophenyl)-5-oxopyrrolidin